N-[(1s,4s)-4-{[2-(trifluoromethyl)imidazo[1,2-a]pyridin-5-yl]amino}cyclohexyl]-[1,2,4]triazolo[4,3-a]pyridine-6-carboxamide FC(C=1N=C2N(C(=CC=C2)NC2CCC(CC2)NC(=O)C=2C=CC=3N(C2)C=NN3)C1)(F)F